disodium ethylene bis(dithiocarbamate) C(N)(SCCSC(N)=S)=S.[Na].[Na]